[In]=[Se].[Sb] antimony indium selenide